[Cl-].C(C=C)N1CN(C=C1)C 1-(allyl)-3-methylimidazole chloride salt